mesityl-dimethyl-benzimidazolium octyl-3,5-di-tert-butyl-4-hydroxyphenylpropionate C(CCCCCCC)C(C(=O)[O-])(C)C1=CC(=C(C(=C1)C(C)(C)C)O)C(C)(C)C.C1(=C(C(=CC(=C1)C)C)C1=CC=CC=2[N+](=C(NC21)C)C)C